4-methoxy-2-(2-methyl-1H-imidazol-1-yl)pyridine COC1=CC(=NC=C1)N1C(=NC=C1)C